(R)-4-(2-chloro-7-(1-methyl-1H-pyrazol-4-yl)thieno[3,2-d]pyrimidin-4-yl)-3-Methylmorpholine ClC=1N=C(C2=C(N1)C(=CS2)C=2C=NN(C2)C)N2[C@@H](COCC2)C